C(C)(=O)N1CC(C(CC1)=O)C 1-acetyl-3-methylpiperidin-4-one